lithium bis[6,6-dipentoxyhexyl]copper C(CCCC)OC(CCCCC[Cu]CCCCCC(OCCCCC)OCCCCC)OCCCCC.[Li]